C(C1=CC=CC=C1)(=O)OCC1=CC=C(C=C1)OCC1=CC=CC=C1 p-benzyloxybenzyl benzoate